CC=1C=C(OCC(=O)O[C@]2(CCC3C4CCC5=CC(CCC5C4CC[C@]23CC)=O)C#C)C=CC1 (13S,17R)-13-ethyl-17-ethynyl-3-oxo-2,3,6,7,8,9,10,11,12,13,14,15,16,17-tetradecahydro-1H-cyclopenta[a]phenanthren-17-yl (3-methylphenoxy)acetate